CC(C)[C@@H](C(=O)N[C@@H](CC1=CC=CC=C1)C=O)NC(=O)OCC2=CC=CC=C2 The molecule is a dipeptide resulting from the formal condensation of the carboxy group of N-benzyloxycarbonyl-L-valine with the amino group of L-phenylalanine aldehyde. It is a potent cell-permeable inhibitor of calpain I and II, and is also a gamma-secretase inhibitor. It has a role as an EC 3.4.22.53 (calpain-2) inhibitor, an EC 3.4.22.52 (calpain-1) inhibitor, an EC 3.4.23.46 (memapsin 2) inhibitor, an antileishmanial agent and an apoptosis inhibitor. It is an aldehyde, a dipeptide and a carbamate ester.